4-(3-bromo-4-fluorobenzyl)-6,7-difluorophthalazin-1(2H)-one BrC=1C=C(CC2=NNC(C3=CC(=C(C=C23)F)F)=O)C=CC1F